NC1=NNC(C2=C1N(C=C2[C@H]2CN(CCC2)C(\C=C\CN(C)C)=O)C2=CC=C(C=C2)OC2=CC=CC=C2)=O (S,E)-7-Amino-3-(1-(4-(dimethylamino)but-2-enoyl)piperidin-3-yl)-1-(4-phenoxyphenyl)-1,5-dihydro-4H-pyrrolo[2,3-d]pyridazin-4-on